ClC1=NC=C(C(=C1F)N)I 2-chloro-3-fluoro-5-iodo-pyridin-4-amine